hexacarboxyporphyrin tert-butyl-(1-(5-bromo-4-(4-cyano-3-fluorophenyl)thiophene-2-carbonyl)piperidin-4-yl)carbamate C(C)(C)(C)N(C(O)=O)C1CCN(CC1)C(=O)C=1SC(=C(C1)C1=CC(=C(C=C1)C#N)F)Br.C(=O)(O)C1=C(C2=C(C3=C(C(=C(N3C(=O)O)C=C3C=CC(C=C4C=CC(=CC1=N2)N4)=N3)C(=O)O)C(=O)O)C(=O)O)C(=O)O